8-(2,4-difluorophenylamino)-1-(2-morpholin-4-yl-ethoxy)-10,11-dihydrodibenzo-[a,d]cyclohepten-5-one FC1=C(C=CC(=C1)F)NC=1C=CC2=C(CCC3=C(C2=O)C=CC=C3OCCN3CCOCC3)C1